(2S,6R)-4-(4-bromophenyl)-1,2,6-trimethylpiperazine BrC1=CC=C(C=C1)N1C[C@@H](N([C@@H](C1)C)C)C